2-((benzyloxy)methyl)-5-bromoaniline C(C1=CC=CC=C1)OCC1=C(N)C=C(C=C1)Br